BrC=1C(=C(C=CC1)C=1C=CN2C(C(=CC=C2C1)CN(C(OC(C)(C)C)=O)C[C@H]1NC(CC1)=O)=O)C (S)-tert-butyl ((8-(3-bromo-2-methylphenyl)-4-oxo-4H-quinolizin-3-yl)methyl)((5-oxopyrrolidin-2-yl)methyl)carbamate